CC1(CN(C=2C1=NC=CC2)C(=O)N2CC1(CC2)CCN(CC1)CC=1C=NC(=CC1)C(F)(F)F)C (3,3-dimethyl-2,3-dihydro-1H-pyrrolo[3,2-b]pyridin-1-yl)(8-((6-(trifluoromethyl)pyridin-3-yl)methyl)-2,8-diazaspiro[4.5]decan-2-yl)methanone